O1C(NC2=C1C=CC(=C2)NC2=NC(=NC=C2C)NC=2C=C1CN(CC1=CC2)CC(C)C)=O N4-(benzo[d]oxazol-2(3H)-on-5-yl)-N2-(2-isobutylisoindolin-5-yl)-5-methylpyrimidine-2,4-diamine